F[B-](F)(F)F.S1CCCC1 tetrahydrothiophene tetrafluoroborate